NC1CCOCC1 (3S,4R)-4-aminooxane